N-(2-(DIMETHYLAMINO)ETHYL)-N-(6-METHOXY-1-METHYL-1H-INDAZOL-7-YL)-6-(4-(TRIFLUOROMETHYL)-1H-PYRAZOL-1-YL)PYRIDINE-3-SULFONAMIDE CN(CCN(S(=O)(=O)C=1C=NC(=CC1)N1N=CC(=C1)C(F)(F)F)C=1C(=CC=C2C=NN(C12)C)OC)C